ethyl 2-amino-4,6-dichloro-7-hydroxybenzo[b]thiophene-3-carboxylate NC1=C(C2=C(S1)C(=C(C=C2Cl)Cl)O)C(=O)OCC